{6-[7-(4-methyl-imidazol-1-yl)-imidazo[1,2-a]pyridine-3-yl]-pyrimidin-4-yl}-[4-(1-methyl-1H-pyrazol-4-yl)-benzyl]-amine CC=1N=CN(C1)C1=CC=2N(C=C1)C(=CN2)C2=CC(=NC=N2)NCC2=CC=C(C=C2)C=2C=NN(C2)C